3-(4-chlorophenyl)-1-isopropyl-4-(4-(trifluoro-methyl)benzyl)piperazine-2,5-dione ClC1=CC=C(C=C1)C1C(N(CC(N1CC1=CC=C(C=C1)C(F)(F)F)=O)C(C)C)=O